2-((4-Amino-3-(4-hydroxyphenyl)-1H-pyrazolo[3,4-d]pyrimidin-1-yl)methyl)-3-(2-chlorobenzyl)-5-(5-hydroxypent-1-ynyl)quinazolin-4(3H)-one NC1=C2C(=NC=N1)N(N=C2C2=CC=C(C=C2)O)CC2=NC1=CC=CC(=C1C(N2CC2=C(C=CC=C2)Cl)=O)C#CCCCO